CCCCCCCCCCCCCCCCCCCC(=O)OC[C@H](COP(=O)([O-])OCC[N+](C)(C)C)OC(=O)CCCCCC/C=C\C/C=C\C/C=C\C/C=C\CC 1-eicosanoyl-2-(8Z,11Z,14Z,17Z-eicosatetraenoyl)-sn-glycero-3-phosphocholine